(4-chlorophenyl)(4-methylenepiperidin-1-yl)methanone ClC1=CC=C(C=C1)C(=O)N1CCC(CC1)=C